CC(C)OC1=C(C=C2CC(=O)N([C@H](C2=C1)C3=CC=C(C=C3)Cl)C4=CC=C(C=C4)N(C)CC5CCC(CC5)N6CCN(C(=O)C6)C)OC (S)-1-(4-chlorophenyl)-7-isopropoxy-6-methoxy-2-(4-(methyl(((1r,4S)-4-(4-methyl-3-oxopiperazin-1-yl)cyclohexyl)methyl)amino)phenyl)-1,2-dihydroisoquinolin-3(4H)-one